2,3,5,7-tetrahydro-[1,4]oxazepino[6,5-c]quinolin-6(1H)-one N1CCOCC=2C(NC=3C=CC=CC3C21)=O